(8-chloroimidazo[1,2-a]pyrazin-3-yl)(2-(3,4-difluorophenyl)-5-fluoropyridin-4-yl)methanone ClC=1C=2N(C=CN1)C(=CN2)C(=O)C2=CC(=NC=C2F)C2=CC(=C(C=C2)F)F